(2-((tert-Butoxycarbonyl)amino)benzyl)(butyl)carbamic acid tert-butyl ester C(C)(C)(C)OC(N(CCCC)CC1=C(C=CC=C1)NC(=O)OC(C)(C)C)=O